FC1=C(C=C(C=C1)C=1CC=NCC1)OC=1C=C2C=NN(C2=CC1)C 4-(4-fluoro-3-((1-methyl-1H-indazol-5-yl)oxy)phenyl)-3,6-dihydropyridine